NC=1C(=NN=NC1)C=CC1=CC=CC=C1 aminostyryl-triazine